C(#N)C=1C=CC(=C(C1)C=1OC(=C(N1)C(=O)N)C1CC1)N1CCC(CC1)OC1=C(C=C(C=C1)F)F 5-cyano-2-(4-(2,4-difluorophenoxy)piperidin-1-yl)phenyl-5-cyclopropyloxazole-4-carboxamide